3-(4-((1R,5S)-3,8-diazabicyclo[3.2.1]octan-8-yl)-7-(3-hydroxynaphthalen-1-yl)quinazolin-2-yl)propanamide [C@H]12CNC[C@H](CC1)N2C2=NC(=NC1=CC(=CC=C21)C2=CC(=CC1=CC=CC=C21)O)CCC(=O)N